BrC=1C=C(C=C2C(C=C(OC12)N1CCC(CC1)C)=O)C 8-bromo-6-methyl-2-(4-methyl-1-piperidyl)chromen-4-one